trifluorocrotonic acid FC(/C=C/C(=O)O)(F)F